2-(1-isopropyl-1H-benzo[d][1,2,3]triazol-5-yl)-5-(2-(trifluoromethyl)phenyl)thiazole C(C)(C)N1N=NC2=C1C=CC(=C2)C=2SC(=CN2)C2=C(C=CC=C2)C(F)(F)F